1-(2-ethyl)hexyl-3-methylimidazolium tert-butyl-(2R)-2-(4,8-difluoro-6-formyl-3,5,6,7-tetrahydro-cyclopenta[f]benzimidazol-2-yl)pyrrolidine-1-carboxylate C(C)(C)(C)OC(=O)N1[C@H](CCC1)C=1NC2=C(N1)C(=C1C(=C2F)CC(C1)C=O)F.CCC(CCCCC)C=1NC=C[N+]1C